ethyl (7S)-9-(2,6-difluorophenyl)-3,7-dimethyl-16-thia-2,4,5,8-tetrazatetracyclo[8.6.0.02,6.011,15]hexadeca-1(10),3,5,8,11(15)-pentaene-14-carboxylate FC1=C(C(=CC=C1)F)C1=N[C@H](C2=NN=C(N2C=2SC=3C(CCC3C12)C(=O)OCC)C)C